C(C)(C)(C)OC(=O)N1C[C@H]([C@@H](CC1)N)O |r| rac-(3r,4r)-4-amino-3-hydroxypiperidine-1-carboxylic acid tert-butyl ester